octa-hydro-2H-imidazo[4,5-c]pyridine N1CNC2CNCCC21